C(CCCCCC)(=O)OC(C=C)=O acrylic heptanoic anhydride